C(COCCCOCCO)O 3,7-dioxanonane-1,9-diol